NC1=NC(=NN1C1=C(C2=CC=CC=C2C(=C1)N1CCN(CC1)C(C)C)C(=O)C1=C(C=C(C2=CC=CC=C12)N1CCN(CC1)C(C)C)N1N=C(N=C1N)C1=NC=C(C=C1)F)C1=NC=C(C=C1)F (5-amino-3-(5-fluoropyridin-2-yl)-1H-1,2,4-triazol-1-yl)(4-(4-isopropylpiperazin-1-yl) naphthalen-1-yl) ketone